C[C@H]1COC2=CC=CC=C2[C@@H]1CS(=O)(=O)N |o1:1,10| ((3R*,4R*)-3-methylchroman-4-yl)methanesulfonamide